3-(4-(4-(4-(2-methoxyphenyl)piperazin-1-yl)butyl)-1-oxoisoindolin-2-yl)piperidine-2,6-dione COC1=C(C=CC=C1)N1CCN(CC1)CCCCC1=C2CN(C(C2=CC=C1)=O)C1C(NC(CC1)=O)=O